COC1=CC=C(C=C1)C1=CC=C(C=C1)C1=NC(=C2C=CC=NC2=C1)NCC(CN)(C)C N-[7-(4'-methoxy[1,1'-biphenyl]-4-yl)-1,6-naphthyridine-5-yl]-2,2-dimethyl-1,3-propanediamine